cysteine platinum [Pt].N[C@@H](CS)C(=O)O